C(C1=CC=CC=C1)N(C(C)=O)\C(=C/C=C)\C1=CC=C(C=C1)C (Z)-N-BenZyl-N-(1-(p-tolyl)buta-1,3-dien-1-yl)acetamide